3-fluoro-β-hydroxytyrosine FC=1C=C(C([C@H](N)C(=O)O)O)C=CC1O